OC(C(=O)NCCCO)C(CO)(C)C 2,4-dihydroxy-N-[3-hydroxypropyl]-3,3-dimethylbutanamide